tert-butyl N-[2-[[5-(N-cyclopropyl-S-methyl-sulfonimidoyl)benzothiophene-2-carbonyl]amino]-4-(4-fluorophenyl)phenyl]carbamate C1(CC1)N=S(=O)(C)C=1C=CC2=C(C=C(S2)C(=O)NC2=C(C=CC(=C2)C2=CC=C(C=C2)F)NC(OC(C)(C)C)=O)C1